C(C1=CC=CC=C1)N1C(C(=CC1=O)Br)=O 1-Benzyl-3-bromo-1H-pyrrole-2,5-dione